(E)-4-(2-(1-(pyridin-2-yl)-1H-indol-2-yl)vinyl)benzaldehyde N1=C(C=CC=C1)N1C(=CC2=CC=CC=C12)/C=C/C1=CC=C(C=O)C=C1